2,2-dimethyl-1-(4-methoxyphenyl)propane-1,3-diol CC(C(O)C1=CC=C(C=C1)OC)(CO)C